ClCC1=NC(=C(C(=N1)O)CCCO)C 2-(Chloromethyl)-5-(3-hydroxypropyl)-6-methylpyrimidin-4-ol